N-methyl-triazine CN1NN=CC=C1